(6bS,10aR)-8-(3-(2-methoxyphenyl)propyl)-1,2,6b,7,8,9,10,10a-octahydro-[1,4]oxazino[2,3,4-HI]pyrido[4,3-b]indole COC1=C(C=CC=C1)CCCN1C[C@H]2[C@H](N3C4=C(C=CC=C24)OCC3)CC1